C(C)[C@]12[C@H]3CC[C@@]4([C@H](CC[C@H]4[C@@H]3CC[C@@H]2C[C@](CC1)(C)O)[C@](CN1N=CC(=C1)C#N)(C)OC)C 1-((S)-2-((3R,5R,8S,9S,10S,13S,14S,17S)-10-ethyl-3-hydroxy-3,13-dimethylhexadecahydro-1H-cyclopenta[a]phenanthren-17-yl)-2-methoxypropyl)-1H-pyrazole-4-carbonitrile